Cl.NC1CCC(C(C1)O)C 5-amino-2-methylcyclohexanol hydrochloride